N-(2-bromo-6-methoxy-4-methylpyridin-3-yl)-2-((4-fluoro-2-methylphenyl)-amino)-4-(trifluoromethyl)-benzamide BrC1=NC(=CC(=C1NC(C1=C(C=C(C=C1)C(F)(F)F)NC1=C(C=C(C=C1)F)C)=O)C)OC